FC1C(C1)C(=O)NC=1N=C2N(C=C(C=C2)C2=C3C=NNC3=C(C(=C2SC)F)SC)C1 2-fluoro-N-(6-(6-fluoro-5,7-bis(methylthio)-1H-indazol-4-yl)imidazo[1,2-a]pyridin-2-yl)cyclopropane-1-carboxamide